C(C1=CC=CC=C1)OC(CNC([C@H]1NCC(C1)C)=O)=O 4-methylprolyl-glycine benzyl ester